The molecule is a hexahydroxyanthraquinone that is anthracene-9,10-dione in which the six hydroxy substituents are located at positions 1, 2, 4, 5, 6 and 8. Used as as a hematoxylin substitute in H&E staining. It has a role as a histological dye. C1=C(C2=C(C(=C1O)O)C(=O)C3=C(C2=O)C(=C(C=C3O)O)O)O